2-hydroxy-3-[(7-hydroxyphenazin-8-yl)oxy]-N,N,N-trimethylpropane-1-aminium OC(C[N+](C)(C)C)COC1=C(C=C2N=C3C=CC=CC3=NC2=C1)O